C1(=CC=CC=C1)NC1=CC=C(C=C1)CC=1C=C2C(=CC(NC2=CC1)(C)C)C N-phenyl-4-((2,2,4-trimethyl-1,2-dihydroquinolin-6-yl)methyl)aniline